(3R,4S)-3-cyclopropyl-1-[6-(2,3-dihydro-1H-pyrrolo[2,3-b]pyridin-5-yl)pyrazolo[1,5-a]pyrazin-4-yl]-4-methyl-2-oxopyrrolidine-3-carbonitrile C1(CC1)[C@]1(C(N(C[C@H]1C)C=1C=2N(C=C(N1)C=1C=C3C(=NC1)NCC3)N=CC2)=O)C#N